N-(4-bromophenyl)(2-methylallyl)amine BrC1=CC=C(C=C1)NCC(=C)C